2-[[6-(tert-butoxycarbonylamino)-5-ethyl-3-pyridyl]amino]-2-oxo-acetic acid C(C)(C)(C)OC(=O)NC1=C(C=C(C=N1)NC(C(=O)O)=O)CC